N-(1-((1-(4-chlorobenzyl)-1H-pyrazol-4-yl)methyl)azetidin-3-yl)-4-cyclopropylpicolinamide ClC1=CC=C(CN2N=CC(=C2)CN2CC(C2)NC(C2=NC=CC(=C2)C2CC2)=O)C=C1